C(C)C(CC1C(=O)OC(C1)=O)(CCCCCCCCCC)CC 2,2-diethyldodecylsuccinic anhydride